C(=O)(O)CN1CC=NCCN(CC1)CC(=O)O 4,7-bis(carboxymethyl)-1,4,7-triazacyclononene